3-(((R)-7-((2S,4R)-2-(2,5-Difluorophenyl)-4-(methylamino)piperidine-1-carbonyl)-7-azaspiro[4.5]decan-10-yl)methyl)-6-fluoroquinazolin-4(3H)-one FC1=C(C=C(C=C1)F)[C@H]1N(CC[C@H](C1)NC)C(=O)N1CC2(CCCC2)[C@@H](CC1)CN1C=NC2=CC=C(C=C2C1=O)F